ClC=1N=CC(=NC1)N[C@@H]1C[C@H](CC1)NC1=CC=C(C=N1)N1C(C(=CC=C1)OC)=O 6'-(((1S,3S)-3-((5-Chloropyrazin-2-yl)amino)cyclopentyl)amino)-3-methoxy-2H-[1,3'-bipyridin]-2-one